(6S,7S)-6-((2,5-difluoro-[1,1'-biphenyl]-3-yl)methyl)-7-((difluoromethyl)sulfonamido)-N-(2,2,2-trifluoroethyl)-5-azaspiro[2.4]heptane-5-carboxamide FC1=C(C=C(C=C1C[C@@H]1N(CC2(CC2)[C@@H]1NS(=O)(=O)C(F)F)C(=O)NCC(F)(F)F)F)C1=CC=CC=C1